[C@H]12CN(C[C@H](CC1)N2)C2=NC(=NC1=C(C(=C(C=C21)[N+](=O)[O-])C2=CC(=CC1=CC=C(C(=C21)C#C)F)O)F)OCC21CCC(CC2)(CC1)OC 4-(4-((1R,5S)-3,8-diazabicyclo[3.2.1]oct-3-yl)-8-fluoro-2-((4-methoxybicyclo[2.2.2]oct-1-yl)methoxy)-6-nitroquinazolin-7-yl)-5-ethynyl-6-fluoronaphthalen-2-ol